COC(C1=CC(=C(C=C1)[N+](=O)[O-])NC[C@H]1OCCC1)=O (S)-4-nitro-3-(((tetrahydrofuran-2-yl)methyl)amino)benzoic acid methyl ester